N-((6-(3-(3-Chloro-2-(3-methoxy-4-(((2-methoxyethyl)amino)methyl)phenyl)pyridin-4-yl)-2-(trifluoromethyl)phenyl)-2-methoxypyridin-3-yl)methyl)-2-methoxyethan-1-amine ClC=1C(=NC=CC1C=1C(=C(C=CC1)C1=CC=C(C(=N1)OC)CNCCOC)C(F)(F)F)C1=CC(=C(C=C1)CNCCOC)OC